C[C@H]1[C@H]2C([C@@H](C[C@@H]1N)C2)(C)C (1S,2S,3S,5R)-2,6,6-trimethylnorpinan-3-amine